7-(4-((Dimethylamino)methyl)bicyclo[2.2.1]heptan-1-yl)-6-ethynyl-5-(quinolin-3-yl)-7H-pyrrolo[2,3-d]pyrimidine-4-amine CN(C)CC12CCC(CC1)(C2)N2C(=C(C1=C2N=CN=C1N)C=1C=NC2=CC=CC=C2C1)C#C